(5'S,7a'R)-1-(cyclopentane-carbonyl)-5'-(3,5-difluoro-phenyl)tetrahydro-3'H-spiro[piperidine-4,2'-pyrrolo[2,1-b]oxazol]-3'-one C1(CCCC1)C(=O)N1CCC2(C(N3[C@H](O2)CC[C@H]3C3=CC(=CC(=C3)F)F)=O)CC1